(E)-3-(2-(4-(cyclopropanesulfonamido)piperidin-1-yl)phenyl)-N-hydroxyacrylamide C1(CC1)S(=O)(=O)NC1CCN(CC1)C1=C(C=CC=C1)/C=C/C(=O)NO